C(C)(C)(C)OCC(CC(=O)OCC)=O ethyl 4-(tert-butoxy)-3-oxobutanoate